CN(C=1C=C2CCCC(C2=CC1)=O)C 6-(dimethylamino)-3,4-dihydronaphthalene-1(2H)-one